(3R)-3-[(4-fluorophenyl)methyl]-1-imidazo[1,2-a]pyridin-2-yl-piperazin-2-one FC1=CC=C(C=C1)C[C@@H]1C(N(CCN1)C=1N=C2N(C=CC=C2)C1)=O